C([C@H]([C@H]([C@@H]([C@H]([C@@H](C(=O)O)O)O)O)O)O)O β-glucoheptonic acid